1-methoxyl-propanol O(C)C(CC)O